NC=1N=CC(=NC1C)C#CC=1C(=CC(=C(C(=O)NC2=CC(=C(C=C2)CN2CCN(CC2)C)C(F)(F)F)C1)F)F 5-((5-amino-6-methylpyrazin-2-yl)ethynyl)-2,4-difluoro-N-(4-((4-methylpiperazin-1-yl)methyl)-3-(trifluoromethyl)phenyl)benzamide